6-(1-(5-amino-2-fluoro-4-methylphenyl)-3-nitro-1H-pyrazol-4-yl)-3,4-dihydroisoquinolin-1(2H)-one NC=1C(=CC(=C(C1)N1N=C(C(=C1)C=1C=C2CCNC(C2=CC1)=O)[N+](=O)[O-])F)C